5-((3-(8-bromo-3-(2,2,2-trifluoroethyl)indolizin-2-yl)prop-2-yn-1-yl-1,1-d2)(tert-butyloxycarbonyl)amino)-6-methoxypyridine-2-carboxylic acid BrC1=CC=CN2C(=C(C=C12)C#CC([2H])([2H])N(C=1C=CC(=NC1OC)C(=O)O)C(=O)OC(C)(C)C)CC(F)(F)F